COC=1C=C(C(=O)NC2=C(C3=C(S2)CCC3)C(=O)N)C=CC1OC 2-(3,4-dimethoxybenzamido)-5,6-dihydro-4H-cyclopenta[b]thiophene-3-carboxamide